COC(CCC[C@@H](C)[C@H]1CC[C@@H]2[C@@]1(CC[C@@H]1[C@]3(CC[C@@H]([C@@H](C3=CC[C@@H]21)OC(C)=O)OC(C)=O)C)C)=O (5R)-5-[(1R,3aS,3bS,6R,7S,9aR,9bS,11aR)-6,7-diacetoxy-9a,11a-dimethyl-2,3,3a,3b,4,6,7,8,9,9a,9b,10,11,11a-tetradecahydro-1H-Cyclopenta[1,2-a]phenanthren-1-yl]hexanoic acid methyl ester